(6-Methacroyl)hexan C(=O)(C(=C)C)CCCCCC